C1(CC1)C=1C=CC=2N(N1)C=C(N2)C=O 6-cyclopropylimidazo[1,2-b]pyridazine-2-carbaldehyde